C(CCCCC)=O hexan-1-one